CN1C2=CC=CC=C2N(C=2C=CC=CC12)C1=C(C(=C(C(=C1N1C=2C=CC=CC2N(C2=CC=CC=C12)C)C1=CC=CC=C1)N1C=2C=CC=CC2N(C2=CC=CC=C12)C)C1=CC(=CC=C1)C=1OC2=C(N1)C=CC=C2)C2=CC(=CC=C2)C=2OC1=C(N2)C=CC=C1 2,2'-(3',4',6'-tris(10-methylphenazin-5(10H)-yl)-5'-phenyl[1,1':2',1''-terphenyl]-3,3''-diyl)bis(benzo[d]oxazole)